O=C1NC2=C(C=C(C=C2CC1)NC(=O)C1=C(C=NC=C1)CC(F)(F)F)C(F)(F)F N-[2-oxo-8-(trifluoromethyl)-3,4-dihydro-1H-quinolin-6-yl]-3-(2,2,2-trifluoroethyl)pyridine-4-carboxamide